6-(3-Chloro-phenyl)-pyrimidine-4-carboxylic acid (5-methoxy-pyridin-3-yl)-amide COC=1C=C(C=NC1)NC(=O)C1=NC=NC(=C1)C1=CC(=CC=C1)Cl